O,O-Diethyl S-[2-(diethylamino)ethyl] phosphorothioate P(OCC)(OCC)(SCCN(CC)CC)=O